C[C@@H]1N(C[C@H](N(C1)CC1CCOCC1)C)C1=CC(N(C=2C=CC(=NC12)C#N)C)=O 8-((2s,5r)-2,5-dimethyl-4-((tetrahydro-2H-pyran-4-yl)methyl)piperazin-1-yl)-5-methyl-6-oxo-5,6-dihydro-1,5-naphthyridine-2-carbonitrile